tert-Butyl 2-(3-(3-bromophenyl)-3-oxopropanamido)-5-methyl-4-(trifluoromethyl)phenylcarbamate BrC=1C=C(C=CC1)C(CC(=O)NC1=C(C=C(C(=C1)C(F)(F)F)C)NC(OC(C)(C)C)=O)=O